4-(4-Methyl-piperazin-1-yl)-1,7,11b-triaza-benzo[c]fluorene-6-carboxylic acid methoxy-amide CONC(=O)C1=CC2=C(N3C=4C=CC=CC4N=C13)N=CC=C2N2CCN(CC2)C